Fluoro-6-hydroxy-4-isopropyl-2-(o-tolyl)phthalazin-1(2H)-one FC1=C2C(=NN(C(C2=CC=C1O)=O)C1=C(C=CC=C1)C)C(C)C